ClC=1C=CC(=C(C1)C=1C(=CC(=CC1)C(N[C@H](CCC)C1=CC=CC=C1)=O)C(=O)O)C=1NC=2C(=NC(=CC2)C)N1 5'-chloro-2'-{5-methyl-1H-imidazo[4,5-b]pyridin-2-yl}-4-{[(1R)-1-phenylbutyl]carbamoyl}-[1,1'-biphenyl]-2-carboxylic acid